octadecylphenyl ether sulfate S(=O)(=O)(O)O.C(CCCCCCCCCCCCCCCCC)OC1=CC=CC=C1